1-[4-(4-hydroxyphenylsulfonyl)phenoxy]-4-[4-(4-isopropoxybenzenesulfonyl)phenoxy]butane OC1=CC=C(C=C1)S(=O)(=O)C1=CC=C(OCCCCOC2=CC=C(C=C2)S(=O)(=O)C2=CC=C(C=C2)OC(C)C)C=C1